methyl 3-((2-((tert-butoxycarbonyl)amino)ethyl)(6-(1-methyl-1H-pyrazol-4-yl)pyrazolo[1,5-a]pyrimidin-3-yl)amino)propanoate C(C)(C)(C)OC(=O)NCCN(CCC(=O)OC)C=1C=NN2C1N=CC(=C2)C=2C=NN(C2)C